6-((1-(tetrahydro-2H-pyran-4-carbonyl)piperidin-4-yl)amino)pyrimidine-4-carboxylic acid O1CCC(CC1)C(=O)N1CCC(CC1)NC1=CC(=NC=N1)C(=O)O